FC1=C2CCC(C2=C(C=C1)S)=O 4-fluoro-7-mercapto-2,3-dihydro-1H-inden-1-one